bis(chlorodiethylsilyl)methane Cl[Si](CC)(CC)C[Si](Cl)(CC)CC